COC=1SC=2N=C(SC2N1)C=1OC2=C(C1)C(=CC(=C2)OC)OCCCOC 2-methoxy-5-(6-methoxy-4-(3-methoxypropoxy)benzofuran-2-yl)thiazolo[5,4-d]thiazole